CC(C)(C)C1=C(C=CC(=C1)O)O The molecule is a member of the class of hydroquinones in which one of the ring hydrogens of hydroquinone is replaced by a tert-butyl group. It has a role as a food antioxidant.